N-(3-(1H-pyrazol-4-yl)-1H-indol-7-yl)-3-amino-2-(tetrahydro-2H-pyran-4-yl)propanamide N1N=CC(=C1)C1=CNC2=C(C=CC=C12)NC(C(CN)C1CCOCC1)=O